(1R,2S,5S)-N-(2-amino-2-oxo-1-phthalazin-1-yl-ethyl)-3-[(2S)-3,3-dimethyl-2-(pyrimidin-5-ylamino)butanoyl]-6,6-dimethyl-3-azabicyclo[3.1.0]hexane-2-carboxamide NC(C(C1=NN=CC2=CC=CC=C12)NC(=O)[C@@H]1[C@H]2C([C@H]2CN1C([C@H](C(C)(C)C)NC=1C=NC=NC1)=O)(C)C)=O